N-(5-cyano-1,3-dihydrospiro[indene-2,4'-piperidin]-3-yl)-2-methylpropane-2-Sulfenamide C(#N)C=1C=C2C(C3(CCNCC3)CC2=CC1)NSC(C)(C)C